NC1=C2N=CN(C2=NC=N1)C1C(C2OP(OCC3OCC(OP(OCC2O1)(=O)S)C3F)(=O)S)F 14-(6-amino-9H-purin-9-yl)-15,16-difluoro-2,10-bis(sulfanyl)octahydro-2H,10H,12H-2λ5,10λ5-5,8-methanofuro[3,2-l][1,3,6,9,11,2,10]-pentaoxadiphosphacyclotetradecine-2,10-dione